trifluoroacetyl-dimethylamine FC(C(=O)N(C)C)(F)F